N-phenyl-1H-pyrazole-3-carboxamide C1(=CC=CC=C1)NC(=O)C1=NNC=C1